C1(CC1)[C@H](C)NC(=O)C=1NC(=NN1)C=1C=C(C=CC1)C=1OC(=CN1)C(=O)N[C@H](C(=O)OC)C(C)(C)C Methyl (S)-2-(2-(3-(5-(((S)-1-cyclopropylethyl) carbamoyl)-4H-1,2,4-triazol-3-yl) phenyl) oxazole-5-carboxamido)-3,3-dimethylbutyrate